2-(2-(4-(2-(4-fluorophenyl)-6-hydroxybenzo[b]thiophen-3-yloxy)phenoxy)ethoxy)acetic acid FC1=CC=C(C=C1)C1=C(C2=C(S1)C=C(C=C2)O)OC2=CC=C(OCCOCC(=O)O)C=C2